C(C)C1=C(C=CC(=C1)N1C[C@H](NCC1)C)NC1=NC=C(C(=N1)C1=CC=2S(CCOC(C2S1)C)(=O)=O)C(F)(F)F 7-(2-((2-ethyl-4-((R)-3-methylpiperazin-1-yl)phenyl)amino)-5-(trifluoromethyl)pyrimidin-4-yl)-5-methyl-2,3-dihydro-5H-thieno[3,2-e][1,4]oxathiepine 1,1-dioxide